5-(2-{5-[(1R,4R,7R)-7-amino-2-azabicyclo[2.2.1]heptane-2-carbonyl]-7-methoxy-1-methyl-1H-1,3-benzodiazol-2-yl}-1-(cyclopropylmethyl)-1H-indol-6-yl)-2-acetamidobenzoic acid N[C@H]1[C@@H]2N(C[C@H]1CC2)C(=O)C2=CC1=C(N(C(=N1)C=1N(C3=CC(=CC=C3C1)C=1C=CC(=C(C(=O)O)C1)NC(C)=O)CC1CC1)C)C(=C2)OC